ClC=1N(C2=CC=C(C=C2C1C=O)OC(F)(F)F)CCOCC 2-chloro-1-(2-ethoxyethyl)-5-(trifluoromethoxy)-1H-indole-3-carboxaldehyde